FC(CC)(F)F.[Li] lithium trifluoropropane